acetoxylacetyl chloride O(C(=O)C)CC(=O)Cl